BrC1=C(C(=O)C2=CC=C(OCCCC(=O)NC=3C=NC=CC3)C=C2)C=C(C=C1)Cl 4-(4-(2-bromo-5-chlorobenzoyl)phenoxy)-N-(pyridin-3-yl)butanamide